(R)-2-(2-hydroxy-1-phenylethyl)isoindoline-1,3-dione OC[C@@H](C1=CC=CC=C1)N1C(C2=CC=CC=C2C1=O)=O